N-((6-((3R,5S)-3,5-Dimethylpiperazin-1-yl)pyridin-2-yl)methyl)-5-(1H-indol-4-yl)-7H-pyrrolo[2,3-d]pyrimidin-4-amine C[C@@H]1CN(C[C@@H](N1)C)C1=CC=CC(=N1)CNC=1C2=C(N=CN1)NC=C2C2=C1C=CNC1=CC=C2